FC=1C(=C(C#N)C(=CC1C=1N=CN(C(C1)=O)C)C(C)C)S 3-fluoro-6-isopropyl-2-mercapto-4-(1-methyl-6-oxo-1,6-dihydropyrimidin-4-yl)benzonitrile